4-amino-2-methylimidazole NC=1N=C(NC1)C